C(C(=C)C)(=O)OCCC(C(C)(C)Br)=O 2-(2-bromoisobutyryl)ethyl methacrylate